6-(3-(azetidin-1-yl)phenyl)-5,7-dimethyl-2-(3-methylpyridin-2-yl)-2,6-dihydro-1H-pyrrolo[3,4-d]pyridazin-1-one N1(CCC1)C=1C=C(C=CC1)N1C(=C2C(N(N=CC2=C1C)C1=NC=CC=C1C)=O)C